ClC1=CC(=C(C=C1)C=1C=NC=2N(C1)C=C(N2)COC2=NC=C(C=C2)F)C 6-(4-chloro-2-methyl-phenyl)-2-[(5-fluoro-2-pyridinyl)oxymethyl]imidazo[1,2-a]pyrimidine